5-(isothiazol-5-yl)-3-(pyridin-4-yl)thieno[3,2-b]pyridine S1N=CC=C1C1=CC=C2C(=N1)C(=CS2)C2=CC=NC=C2